methacryloyloxyethyl-dimethyl-ammonium ethyl-sulfate C(C)OS(=O)(=O)[O-].C(C(=C)C)(=O)OCC[NH+](C)C